C(C)(=O)N1[C@H]([C@@H]([C@H](C2=CC(=CC=C12)C(=O)NCCNC(OC(C)(C)C)=O)NC1=CC=C(C=C1)C#N)C)C1CC1 tert-butyl (2-((2S,3R,4R)-1-acetyl-4-((4-cyanophenyl)amino)-2-cyclopropyl-3-methyl-1,2,3,4-tetrahydroquinoline-6-carboxamido)ethyl)carbamate